N-(3-chloro-2-(hydroxymethyl)benzyl)-4-(5-methyl-2-((1-methyl-1H-pyrazol-5-yl)amino)pyrimidin-4-yl)oxazole-2-carboxamide ClC=1C(=C(CNC(=O)C=2OC=C(N2)C2=NC(=NC=C2C)NC2=CC=NN2C)C=CC1)CO